C(C)(C)(C)OC(=O)N[C@H](C(=O)N1[C@@H]([C@H]2C([C@H]2C1)(C)C)C(=O)[O-])C(C)(C)C (1r,2S,5S)-3-((S)-2-((tert-butoxycarbonyl) amino)-3,3-dimethylbutyryl)-6,6-dimethyl-3-azabicyclo[3.1.0]hexane-2-carboxylate